OC1=CC=NC2=C(C=CC=C12)O 4,8-dihydroxyquinoline